FC=1C=C(C=CC1)CN1N2C(C(=C(C1=O)C(=O)NC1=C(OC(=C1)C)C(F)(F)F)O)(CCCC2)C 1-[(3-Fluorophenyl)methyl]-4-hydroxy-4a-methyl-N-[5-methyl-2-(trifluoromethyl)furan-3-yl]-2-oxo-5,6,7,8-tetrahydropyrido[1,2-b]pyridazine-3-carboxamide